ClC1=CC(=NC=C1)[C@@H]1[C@H](C1)C(=O)OC |r| rac-methyl (1S*,2S*)-2-(4-chloropyridin-2-yl)cyclopropane-1-carboxylate